meta-toluic acid C1(=CC(=CC=C1)C(=O)O)C